1-(3-Difluoromethyl-bicyclo[1.1.1]pent-1-yl)-3-(3-trifluoromethyl-benzyl)-urea FC(C12CC(C1)(C2)NC(=O)NCC2=CC(=CC=C2)C(F)(F)F)F